ClC1=C(C=CC=C1)OC(OC1=C(C=CC=C1)Cl)=O bis(2-chlorophenyl)carbonate